6-bromo-5-methoxy-pyrazolo[1,5-a]pyridine BrC=1C(=CC=2N(C1)N=CC2)OC